NC([C@H](CN(C(=O)C=1C=CC2=C(B(OC2)O)C1)CCC)NC(=O)C=1C=CC2=C(B(OC2)O)C1)=O (S)-N-(3-amino-2-(1-hydroxy-1,3-dihydrobenzo[c][1,2]oxaborole-6-carboxamido)-3-oxopropyl)-1-hydroxy-N-propyl-1,3-dihydrobenzo[c][1,2]oxaborole-6-carboxamide